C(C1CO1)OCCOC1=CC=C(C=C1)C1(C2=CC=CC=C2C=2C=CC=CC12)C1=CC=C(C=C1)OCCOCC1CO1 9,9-bis[4-(2-glycidoxyethoxy)phenyl]fluorene